[O-2].[Ti+4].[Ti+4].[O-2].[O-2].[O-2] dititanium (IV) oxide